C1(CC1)C=1C=CC=2N(C1)C=C(N2)C(CCO)C2=CC(=NN2)C(=O)OCC ethyl 5-(1-(6-cyclopropylimidazo[1,2-a]pyridin-2-yl)-3-hydroxypropyl)-1H-pyrazole-3-carboxylate